L-ascorbic acid 2-phosphate hydrate O.P(=O)(O)(O)OC=1C(=O)O[C@@H](C1O)[C@@H](O)CO